CC(=C)C1=CC=CC=C1C(=C)C diiSopropenylbenzene